S1C(=CC2=C1C=CC=C2)C=2N=NSC2 4-(benzothiophene-2-yl)-1,2,3-thiadiazole